NC1=C(C(=NN1C1CC(C1)(C)O)C1=CC=C2C(=C(C(=NC2=C1F)C1=C(C=CC=C1)F)F)OC)C#N 5-amino-3-(3,8-difluoro-2-(2-fluorophenyl)-4-methoxyquinolin-7-yl)-1-((1s,3s)-3-hydroxy-3-methylcyclobutyl)-1H-pyrazole-4-carbonitrile